(S)-4-(4-Acryloyl-2-methylpiperazin-1-yl)-6-cyclopropyl-1-(2-isopropyl-4-methylpyridine-3-yl)-7-(2-methoxy-3-methylphenyl)pyrido[2,3-d]pyrimidin-2(1H)-one C(C=C)(=O)N1C[C@@H](N(CC1)C=1C2=C(N(C(N1)=O)C=1C(=NC=CC1C)C(C)C)N=C(C(=C2)C2CC2)C2=C(C(=CC=C2)C)OC)C